2-chloro-7-methyl-9-(4-(3-methyl-5-(trifluoromethyl)-1H-pyrazol-1-yl)benzyl)-7,9-dihydro-8H-purin-8-imine ClC1=NC=C2N(C(N(C2=N1)CC1=CC=C(C=C1)N1N=C(C=C1C(F)(F)F)C)=N)C